C(C)(=O)N1C[C@@H](OCC1)CC1=C(N=C2N1C=CC(=C2)Cl)C2=C(C=C(C=C2F)S(=O)(=O)N(CC2=CC=C(C=C2)OC)CC2=CC=C(C=C2)OC)F (S)-4-(3-((4-acetylmorpholin-2-yl)methyl)-7-chloroimidazo[1,2-a]pyridin-2-yl)-3,5-difluoro-N,N-bis(4-methoxybenzyl)benzenesulfonamide